C[Si](C)(CCOC(NCCCNCCCCCCCC(=O)[O-])=O)C 2,2-dimethyl-6-oxo-5-oxa-7,11-diaza-2-silanonadecan-19-oate